tert-Butyl (R)-3-((6-ethynylpyridin-3-yl)oxy)pyrrolidine-1-carboxylate C(#C)C1=CC=C(C=N1)O[C@H]1CN(CC1)C(=O)OC(C)(C)C